4-Chloro-3-(cyclopentylethynyl)pyridin-2-amine ClC1=C(C(=NC=C1)N)C#CC1CCCC1